2-[1-(2-Fluoropyridin-4-yl)azetidin-3-yl]propionic acid FC1=NC=CC(=C1)N1CC(C1)C(C(=O)O)C